N-(4-((3-(cyclopropyl-sulfonyl)pyridin-2-yl)amino)-5-propionylpyridin-2-yl)cyclopropanecarboxamide C1(CC1)S(=O)(=O)C=1C(=NC=CC1)NC1=CC(=NC=C1C(CC)=O)NC(=O)C1CC1